2-(4-chloro-3-cyano-phenyl)-1-ethyl-4-oxo-6-[[3-(trifluoromethyl)pyrazol-1-yl]methyl]pyridine-3-carboxylic acid ClC1=C(C=C(C=C1)C=1N(C(=CC(C1C(=O)O)=O)CN1N=C(C=C1)C(F)(F)F)CC)C#N